3-((1H-indazol-5-yl)oxy)-1-((tetrahydro-2H-pyran-4-yl)methyl)-1H-pyrrole-2,5-dione N1N=CC2=CC(=CC=C12)OC=1C(N(C(C1)=O)CC1CCOCC1)=O